ClC1=C(C=C(C=C1)[N+](=O)[O-])[N+]#[C-] 2-CHLORO-5-NITROPHENYLISOCYANIDE